((7-(5-(chlorodifluoromethyl)-1,2,4-oxadiazol-3-yl)-2-methylimidazo[1,2-a]pyridin-3-yl)imino)(isoxazol-4-ylmethyl)(methyl)-λ6-sulfanone ClC(C1=NC(=NO1)C1=CC=2N(C=C1)C(=C(N2)C)N=S(=O)(C)CC=2C=NOC2)(F)F